3-methoxypyridine-2-carbonitrile COC=1C(=NC=CC1)C#N